C(C)(C)C=1SC=2N(C3=C(N(C(C2N1)=O)C)C=NC(=N3)NC3=C(C=C(C=C3)N3CCC(CC3)N3CCN(CC3)C)OC)C 2-isopropyl-6-((2-methoxy-4-(4-(4-methylpiperazin-1-yl)piperidin-1-yl)phenyl)amino)-4,9-dimethyl-4,9-dihydro-10H-pyrimido[5,4-b]thiazolo[5,4-e][1,4]diazepin-10-one